7-chlorothieno[3,2-b]pyridine-3-carboxylic acid tert-butyl ester C(C)(C)(C)OC(=O)C1=CSC=2C1=NC=CC2Cl